CC1=NC2=C(N1)C=C(C=C2)[N+](=O)[O-] 2-Methyl-6-nitro-1H-benzo[d]imidazole